C(C)SC=1C=C(C=NC1C1=CC2=C(C=N1)N(C=N2)CC(C(F)(F)F)(F)F)C2(CC2)C#N 1-[5-ethylsulfanyl-6-[3-(2,2,3,3,3-pentafluoropropyl)imidazo[4,5-c]pyridin-6-yl]-3-pyridyl]cyclopropane-carbonitrile